(S)-1-(4-(4-(2-((1-(Methylsulfonyl)piperidin-4-yl)amino)-5-(trifluoromethyl)pyrimidin-4-yl)-1H-imidazol-1-yl)-3-(trifluoromethyl)benzyl)pyrrolidin-3-ol CS(=O)(=O)N1CCC(CC1)NC1=NC=C(C(=N1)C=1N=CN(C1)C1=C(C=C(CN2C[C@H](CC2)O)C=C1)C(F)(F)F)C(F)(F)F